CN1C(=NN=C1CC1(COC1)C1=CC(=CC=C1)[N+](=O)[O-])S 4-methyl-5-[[3-(3-nitrophenyl)oxetan-3-yl]methyl]-1,2,4-triazole-3-thiol